C(C)(C)(C)C1=C(C(=CC(=C1)OC)C(C)(C)C)O 2,6-di-tertiary butyl-4-methoxyphenol